4-(5,7-Dimethyl-1-phenyl-3,4-dihydro-1H-isoquinolin-2-yl)-N-(2-furylmethyl)-4-oxobutyric acid amide CC1=C2CCN(C(C2=CC(=C1)C)C1=CC=CC=C1)C(CCC(=O)NCC=1OC=CC1)=O